3-(4-methylthiophen-3-yl)-2-(4-propylphenethyl)-6-((tetrahydro-2H-pyran-2-yl)methoxy)pyridin-4-ol CC=1C(=CSC1)C=1C(=NC(=CC1O)OCC1OCCCC1)CCC1=CC=C(C=C1)CCC